5-((2,7-dimethyl-1,1-dioxido-3-oxo-2,3-dihydrobenzo[d]isothiazol-6-yl)oxy)nicotinonitrile CN1S(C2=C(C1=O)C=CC(=C2C)OC=2C=NC=C(C#N)C2)(=O)=O